methyl 2-((4-(4-((4-cyano-2-fluorobenzyl) oxy)-5-fluoropyrimidin-2-yl) cyclohex-3-en-1-yl) methyl)-3-(2-cyano-2-methylpropyl)-3H-imidazo[4,5-b]pyridine-5-carboxylate C(#N)C1=CC(=C(COC2=NC(=NC=C2F)C2=CCC(CC2)CC2=NC=3C(=NC(=CC3)C(=O)OC)N2CC(C)(C)C#N)C=C1)F